C(C1=CC=CC=C1)OC1=C(C=CC=C1Cl)C1=CC(=C(C=C1)F)C[C@]1(C[C@H](CC1)NS(=O)(=O)C)C(=O)N (1R,3S)-1-((2'-(benzyloxy)-3'-chloro-4-fluoro-[1,1'-biphenyl]-3-yl)methyl)-3-(methylsulfonamido)cyclopentane-1-carboxamide